dipentaerythritol bisphosphite P(O)(O)OCC(COP(O)O)(COCC(CO)(CO)CO)CO